C(C)(C)(C)OC(=O)N1CCC(CC1)CCOC1=C(C=C(C=C1)N1C(N(C(C1(C)C)=O)C1=CC(=C(C=C1)C#N)C(F)(F)F)=S)CCF 4-(2-(4-(3-(4-Cyano-3-(trifluoromethyl)phenyl)-5,5-dimethyl-4-oxo-2-thioxoimidazolidin-1-yl)-2-(2-fluoroethyl)phenoxy)ethyl)piperidine-1-carboxylic acid tert-butyl ester